(2R,3R,4S,5R)-6-(dodecylthio)-6-oxo-2-(2,2,2-trifluoroacetoxy)hexane-1,3,4,5-tetrayl tetrabenzoate C(C1=CC=CC=C1)(=O)OC[C@H]([C@H]([C@@H]([C@H](C(=O)SCCCCCCCCCCCC)OC(C1=CC=CC=C1)=O)OC(C1=CC=CC=C1)=O)OC(C1=CC=CC=C1)=O)OC(C(F)(F)F)=O